C(C)(C)(C)OC(=O)N1C2CC(CC1COC=1N=CC3=CC=CC=C3C1)C2 3-[(isoquinolin-3-yloxy)methyl]-2-azabicyclo[3.1.1]heptane-2-carboxylic acid tert-butyl ester